FC(C(=O)O)(F)F.CC1=CC(=NC=C1N([C@@H]1CNCC1)C)S(=O)(=O)NC=1N=CSC1 (S)-4-methyl-5-(methyl-(pyrrolidin-3-yl)amino)-N-(thiazol-4-yl)pyridine-2-sulfonamide trifluoroacetate